C(=C)C(C1=CC=CC=C1)OC(CCCCCCCCCCC)OC(C1=CC=CC=C1)C=C Bis(vinylbenzyloxy)dodecan